4-Bromo-2,5-dichloro-thiophene BrC=1C=C(SC1Cl)Cl